B([O-])([O-])[O-].C(CCC)C=1C(=C(C(=C(C1)[N+](C1=CC=CC=C1)(C1=CC=CC=C1)C1=CC=CC=C1)CCCC)CCCC)CCCC.C(CCC)C=1C(=C(C(=C(C1)[N+](C1=CC=CC=C1)(C1=CC=CC=C1)C1=CC=CC=C1)CCCC)CCCC)CCCC.C(CCC)C=1C(=C(C(=C(C1)[N+](C1=CC=CC=C1)(C1=CC=CC=C1)C1=CC=CC=C1)CCCC)CCCC)CCCC tetra-n-butyl-tetraphenylammonium borate